O=C1NC(CCC1N1C(C2=CC=CC(=C2C1)SCCCCCCCCC(=O)N(C)CCOC1=CC=C(C=C1)\C(=C(\CC)/C1=CC=CC=C1)\C1=CC=CC=C1)=O)=O (Z)-9-((2-(2,6-dioxopiperidin-3-yl)-1-oxoisoindolin-4-yl)thio)-N-(2-(4-(1,2-diphenylbut-1-en-1-yl)phenoxy)ethyl)-N-methylnonanamide